tert-butyl N-[[4-[(3-hydroxycyclobutyl)amino]-1-[4-(trifluoromethoxy)phenyl]pyrazolo[3,4-b]pyridin-3-yl]methyl]carbamate OC1CC(C1)NC1=C2C(=NC=C1)N(N=C2CNC(OC(C)(C)C)=O)C2=CC=C(C=C2)OC(F)(F)F